NC1=NC=C(C=C1O[C@@H](C)C=1C=C(C=CC1)NC(C1=C(C=CC(=C1)C)F)=O)Cl (S)-N-(3-(1-((2-amino-5-chloropyridin-3-yl)oxy)ethyl)phenyl)-2-fluoro-5-methylbenzamide